ClC=1C=C(OC2CCC(CC2)NC(C2=CN=C(C=C2)N2CCC(CC2)C=O)=O)C=CC1C#N N-((1r,4r)-4-(3-Chloro-4-cyanophenoxy)cyclohexyl)-6-(4-formylpiperidin-1-yl)nicotinamide